C1(=CC=CC=C1)C1SC2=C(NC(C1=O)=O)C=CC=C2 2-phenyl-1,5-benzothiazepine-3,4(2h,5h)-dione